tert-butyl 4-chloro-7-vinyl-9H-pyrimido[4,5-b]indole-9-carboxylate ClC1=NC=NC=2N(C3=CC(=CC=C3C21)C=C)C(=O)OC(C)(C)C